[Hg].BrC1=CC=CC(=N1)C(=O)C1CCN(CC1)C (6-bromopyridin-2-yl)(1-methylpiperidin-4-yl)methanone Mercury